C1(CC1)C(C1CC1)NC(=O)C1=CC(=NN1CCO)C=1C=C(C=CC1)C=1OC(=CN1)C(=O)N[C@H](C(=O)OCC)C(C)C (S)-ethyl 2-(2-(3-(5-((dicyclopropylmethyl)carbamoyl)-1-(2-hydroxyethyl)-1H-pyrazol-3-yl)phenyl)oxazole-5-carboxamido)-3-methylbutanoate